ClC1=C(C=CC(=C1)Cl)C1OC2=C(C=CC=C2C(=C1)F)C1CCN(CC1)CC1=NC=2C(=NC(=CC2)C(=O)O)N1C[C@H]1OCC1 2-((4-(2-(2,4-dichlorophenyl)-4-fluoro-2H-chromen-8-yl)piperidin-1-yl)methyl)-3-(((S)-oxetan-2-yl)methyl)-3H-imidazo[4,5-b]pyridine-5-carboxylic acid